2-[[(3S)-3-methyl-1-piperidinyl]methyl]-6-[3-[3-[(4-methyl-1,2,4-triazol-3-yl)methyl]oxetane-3-yl]phenyl]-1-(p-tolylsulfonyl)-4-(trifluoromethyl)pyrrolo[2,3-c]pyridine-7-one C[C@@H]1CN(CCC1)CC1=CC2=C(C(N(C=C2C(F)(F)F)C2=CC(=CC=C2)C2(COC2)CC2=NN=CN2C)=O)N1S(=O)(=O)C1=CC=C(C=C1)C